(R)-1-(4-chloro-2-fluorophenyl)-4-(4-fluorobenzyl)-3-((1r,3R)-3-hydroxycyclobutyl)piperazine-2,5-dione ClC1=CC(=C(C=C1)N1C([C@H](N(C(C1)=O)CC1=CC=C(C=C1)F)C1CC(C1)O)=O)F